ClC=1N=CC=2OCC(NC2N1)=O 2-chloro-6H-pyrimido[5,4-b][1,4]oxazin-7(8H)-one